FC1=CC=C(C=C1)C=1C(=CN2C1C(NCC2)=O)I 8-(4-fluorophenyl)-7-iodo-3,4-dihydropyrrolo[1,2-a]pyrazin-1(2H)-one